4-Bromo-5-(3,4-difluorophenyl)-1-(2-fluorophenyl)-1H-pyrazole-3-carboxylic acid Ethyl-4-bromo-5-(3,4-difluorophenyl)-1-(2-fluorophenyl)-1H-pyrazole-3-carboxylate C(C)OC(=O)C1=NN(C(=C1Br)C1=CC(=C(C=C1)F)F)C1=C(C=CC=C1)F.BrC=1C(=NN(C1C1=CC(=C(C=C1)F)F)C1=C(C=CC=C1)F)C(=O)O